2-((4-chloro-2-fluorobenzyl)oxy)-4-(piperidin-4-yl)pyrimidine hydrochloride Cl.ClC1=CC(=C(COC2=NC=CC(=N2)C2CCNCC2)C=C1)F